C(CCCCCCCCCC=CCCCCCCCC)(=O)OCCCCCCCCCCCCCCCCCCC(=O)O 19-(eicosa-11-enoyloxy)-nonadecanoic acid